diglycidyl-diphenylmethylamine C(C1CO1)N(C(C1=CC=CC=C1)C1=CC=CC=C1)CC1CO1